O(C1=CC=CC=C1)C=1C=C(CN2CCN(CC2)C(=O)N2N=C(C=C2)C(=O)OC(C)(C)C)C=CC1 tert-butyl 1-(4-(3-phenoxybenzyl) piperazine-1-carbonyl)-1H-pyrazole-3-carboxylate